NCCCNCCCNCCCN N,N'-bis(3-aminopropyl)-1,3-propanediamine